CN1CCN(CC1)C(=O)OC1=CC=CC2=CC=C3OC312 indeno[1,7a-b]oxiren-7-yl 4-methylpiperazine-1-carboxylate